acryloyloxyn-heptyl isocyanate C(C=C)(=O)OCCCCCCCN=C=O